CC(C=O)(COC(CCCCCCCCCCC)=O)C 2,2-dimethyl-3-lauroyloxypropanal